methyl (S)-4-(4-(bis(4-fluorophenyl)methyl)-2-(hydroxymethyl)piperazin-1-yl)-6-bromo-1-methyl-2-oxo-1,2-dihydro-1,5-naphthyridine-3-carboxylate FC1=CC=C(C=C1)C(N1C[C@H](N(CC1)C1=C(C(N(C2=CC=C(N=C12)Br)C)=O)C(=O)OC)CO)C1=CC=C(C=C1)F